1,1'-Biphenyl-carbaldehyde C=1(C(=CC=CC1)C=O)C1=CC=CC=C1